C(C(=C)C)(=O)NCCOC(NCC1=CC=C(C=C1)CN1C(=NC=2C(=NC=3C=CC=CC3C21)N)C=2OC=CC2)=O 4-((4-amino-2-(furan-2-yl)-1H-imidazo[4,5-c]Quinolin-1-yl)methyl)benzylcarbamic acid 2-methacrylamidoethyl ester